C(C)(C)(C)OC(=O)N1C[C@@H](CCC1)C1=CC=C(C=C1)NC(C1=CC=CC=C1)=O (S)-3-(4-benzoylaminophenyl)piperidine-1-carboxylic acid tert-butyl ester